BrC1=CC=C(C=C1)C(/C=C/C1=CC=C(C=C1)\C=C\1/C(N(C(S1)=S)CC(=O)O)=O)=O 2-[(5E)-5-[[4-[(E)-3-(4-Bromophenyl)-3-oxoprop-1-enyl]phenyl]methylidene]-4-oxo-2-sulfanylidene-1,3-thiazolidin-3-yl]acetic acid